NC=1C=CC(=C(C1)[C@@H]1[C@@H](CC1)C#N)C cis-2-(5-amino-2-methylphenyl)cyclobutane-1-carbonitrile